2,4-Dichloro-3,5,6-trimethylpyridine ClC1=NC(=C(C(=C1C)Cl)C)C